FC1(C[C@H](NC1=O)COC1=NC=C(C2=CC(=C(C=C12)OC(C)C)C(=O)N)C=1C=NN(C1)C1CCNCC1)F (S)-1-((4,4-difluoro-5-oxopyrrolidin-2-yl)methoxy)-7-isopropoxy-4-(1-(piperidin-4-yl)-1H-pyrazol-4-yl)isoquinoline-6-carboxamide